2-(2-amino-propionylamino)-3-{6-benzyloxy-5'-[(benzyloxycarbonyl-methyl-amino)-carboxy-methyl]-2'-hydroxy-biphenyl-3-yl}-propionic acid methyl ester COC(C(CC=1C=C(C(=CC1)OCC1=CC=CC=C1)C1=C(C=CC(=C1)C(C(=O)O)N(C)C(=O)OCC1=CC=CC=C1)O)NC(C(C)N)=O)=O